2-bromo-1-(3,4-dichlorophenyl)-3-methylbutan-1-one BrC(C(=O)C1=CC(=C(C=C1)Cl)Cl)C(C)C